2-Chloro-N-{2-[4-(difluoromethyl)-1,3-thiazol-5-yl]-2-{4-[{{1-methyl-1H-pyrazolo[3,4-d]pyrimidin-4-yl}oxy}methyl]piperidin-1-yl}ethyl}-6-fluorobenzamide ClC1=C(C(=O)NCC(N2CCC(CC2)COC2=C3C(=NC=N2)N(N=C3)C)C3=C(N=CS3)C(F)F)C(=CC=C1)F